2-(2-((3r,4r)-3-amino-4-fluoropiperidin-1-yl)-5,6-difluoro-1H-benzo[d]imidazol-1-yl)-N-methyl-N-(tetrahydrofuran-3-yl)acetamide N[C@@H]1CN(CC[C@H]1F)C1=NC2=C(N1CC(=O)N(C1COCC1)C)C=C(C(=C2)F)F